FC([C@H]1NCC[C@@H](C1)OC1=C2C(=NC=NC2=CC=C1)NC1=CC(=C(C=C1)OC1=CC=2N(C=C1)C=CN2)C)F 5-(((2S,4S)-2-(difluoromethyl)piperidin-4-yl)oxy)-N-(4-(imidazo[1,2-a]pyridin-7-yloxy)-3-methylphenyl)quinazolin-4-amine